C(CCCCCCCCCCCCCCC)N1C=NC=C1 1-Hexadecyl-Imidazole